1,6,11-tris[2,4-bis(N-butyl-N-(2,2,6,6-tetramethyl-4-piperidyl)amino)s-triazin-6-yl]aminoundecane C(CCC)N(C1CC(NC(C1)(C)C)(C)C)C1=NC(=NC(=N1)N(CCCC)C1CC(NC(C1)(C)C)(C)C)NCCCCCC(CCCCCNC1=NC(=NC(=N1)N(CCCC)C1CC(NC(C1)(C)C)(C)C)N(CCCC)C1CC(NC(C1)(C)C)(C)C)NC1=NC(=NC(=N1)N(CCCC)C1CC(NC(C1)(C)C)(C)C)N(CCCC)C1CC(NC(C1)(C)C)(C)C